magnesium D-lactate trihydrate O.O.O.C([C@H](O)C)(=O)[O-].[Mg+2].C([C@H](O)C)(=O)[O-]